5-BROMO-2-FLUOROPHENYLISOCYANIDE BrC=1C=CC(=C(C1)[N+]#[C-])F